(S)-N-(7-(2-(1-amino-2-(3,5-difluorophenyl)ethyl)-7-(4,6-dimethylpyrimidin-2-yl)-4-oxoquinazolin-3(4H)-yl)-4-chloro-1-methyl-1H-indazol-3-yl)methanesulfonamide N[C@@H](CC1=CC(=CC(=C1)F)F)C1=NC2=CC(=CC=C2C(N1C=1C=CC(=C2C(=NN(C12)C)NS(=O)(=O)C)Cl)=O)C1=NC(=CC(=N1)C)C